CCCCCCCCCCCCCCCCCCC(=O)C(=O)O 2-arachidonic acid